2-(2,4-dinitrophenyl)ethanol dimethyl-2,6-pyridinedicarboxylate CC=1C=C(C(=NC1C(=O)O)C(=O)O)C.[N+](=O)([O-])C1=C(C=CC(=C1)[N+](=O)[O-])CCO